[O-2].[Ag+3].[Ag+] monosilver(I) monosilver(III) monoxide